BrC=1C=C(C=CC1)C(N1N=NC=C1C)C1COC1 1-((3-bromophenyl)(oxetan-3-yl)methyl)-5-methyl-1H-1,2,3-triazole